OC1=CC=C(C=C1)C(\C=C\C1=CC(=C(C=C1)C(C)C)[N+](=O)[O-])=O (E)-1-(4-Hydroxyphenyl)-3-(3-nitro-4-propan-2-ylphenyl)prop-2-en-1-one